(6-((1,3-Dimethyl-1H-indazol-6-yl)methyl)-2-azaspiro[3.3]heptan-2-yl)((1s,3s)-3-hydroxy-3-methylcyclobutyl)methanone CN1N=C(C2=CC=C(C=C12)CC1CC2(CN(C2)C(=O)C2CC(C2)(C)O)C1)C